7-bromo-3-(chloromethyl)-5H-thiazolo[2,3-b]Quinazoline hydrochloride Cl.BrC=1C=C2CN3C(=NC2=CC1)SC=C3CCl